N1=CC(=CC=C1)C=1N=C(C2=C(N1)CN(C2)C#N)N2CCCC2 2-(pyridin-3-yl)-4-(pyrrolidin-1-yl)-5,7-dihydro-6H-pyrrolo[3,4-d]pyrimidine-6-carbonitrile